benzyl N-chlorosulfonylcarbamate ClS(=O)(=O)NC(OCC1=CC=CC=C1)=O